5,7-dioxa-2-azabicyclo[2.2.2]Octane C12NCC(OC1)CO2